C(C)C1=C(C2=CC=CC=C2C(=C1)OC(CCCC)=O)OC(CCCC)=O 2-ethyl-1,4-bis(n-pentanoyloxy)naphthalene